[C@@H]12OC[C@@H](N(C1)C1CCN(CC1)C1=C(C=C(C(=C1)OC)NC1=NC=NC(=C1)N1OCC[C@@H]1C1=CC(=CC=C1)OC1=CC=CC=C1)NC(C=C)=O)C2 N-(2-(4-((1S,4S)-2-oxa-5-azabicyclo[2.2.1]heptan-5-yl)piperidin-1-yl)-4-methoxy-5-((6-((R)-3-(3-phenoxyphenyl)isoxazolidin-2-yl)pyrimidin-4-yl)amino)phenyl)acrylamide